NC1=NC(=C2N=CN(C2=N1)[C@H]1[C@]([C@@H]([C@H](O1)COC(CC1=CC=CC=C1)=O)OC(CC1CCCCC1)=O)(C)F)NC ((2R,3R,4R,5R)-5-(2-amino-6-(methylamino)-9H-purin-9-yl)-3-(2-cyclohexylacetoxy)-4-fluoro-4-methyltetrahydrofuran-2-yl)methyl-2-phenylacetate